COC=1C=C(C=CC1OC)N1C(=NC2=C1C=C(C(=C2)OC)OC)CCNCCC=2OC=C(N2)C(=O)NCC2=NC=CC=C2F 2-(2-((2-(1-(3,4-dimethoxyphenyl)-5,6-dimethoxy-1H-benzo[d]imidazol-2-yl)ethyl)amino)ethyl)-N-((3-fluoropyridin-2-yl)methyl)oxazole-4-carboxamide